BrC1=CC=C2CCC3(OC=C(C(C3)=O)C(=O)OC)C2=C1 Methyl 6-bromo-4'-oxo-2,3,3',4'-tetrahydrospiro[indene-1,2'-pyran]-5'-carboxylate